1,3-bis-(trimethylsilyl)prop-1-yne C[Si](C#CC[Si](C)(C)C)(C)C